(R)-2-chloro-4-(3-(dimethylamino)-3-(3-(trifluoromethyl)-phenethyl)piperidin-1-yl)-6-fluoro-N-(pyrimidin-4-yl)benzenesulfonamide ClC1=C(C(=CC(=C1)N1C[C@](CCC1)(CCC1=CC(=CC=C1)C(F)(F)F)N(C)C)F)S(=O)(=O)NC1=NC=NC=C1